C(C1=CC=CC=C1)N(CC1=CC=CC=C1)C1S(CC12CCC2)(=O)=O (dibenzylamino)-2-thiaspiro[3.3]heptane 2,2-dioxide